methyldi(4-bromophenyl)silane 4-methoxybenzyl-(4-((4-amino-2-butyl-7-isopropoxy-1H-imidazo[4,5-d]pyridazin-1-yl)methyl)benzyl)carbamate COC1=CC=C(CN(C(O)=O)CC2=CC=C(C=C2)CN2C(=NC=3C2=C(N=NC3N)OC(C)C)CCCC)C=C1.C[SiH](C1=CC=C(C=C1)Br)C1=CC=C(C=C1)Br